3-[(3S,4R)-3-methyl-6-(7H-pyrrolo[2,3-d]pyrimidin-4-yl)-1,6-diazaspiro[3.4]-octan-1-yl]-3-oxopropanenitrile C[C@H]1CN([C@@]12CN(CC2)C=2C1=C(N=CN2)NC=C1)C(CC#N)=O